methyl 2-(7-(1-(tert-butoxycarbonyl)piperidin-4-yl)-1-(cyclopropylmethyl)-1H-indol-2-yl)-4-fluoro-3-methylpyrazolo[1,5-a]pyridine-6-carboxylate C(C)(C)(C)OC(=O)N1CCC(CC1)C=1C=CC=C2C=C(N(C12)CC1CC1)C1=NN2C(C(=CC(=C2)C(=O)OC)F)=C1C